FC=1C=C(C(=NC1)C=O)[C@@H](C)N(C(O)=O)C1=C(N=NN1C)C1=NC(=C(C=C1)NS(=O)(=O)C)C.COC(CC=CCC(C)(C)OC)C1=CC=CC=C1 (1,6-dimethoxy-6-methylhept-3-en-1-yl)benzene (R)-1-(5-fluoro-2-formylpyridin-3-yl)ethyl-(1-methyl-4-(6-methyl-5-(methylsulfonamido)pyridin-2-yl)-1H-1,2,3-triazol-5-yl)carbamate